C(C)(C)(C)OC(=O)N1CCN(CC1)C1=NC=C(C=C1Cl)/C(/N)=N/O 4-[3-chloro-5-[(Z)-N'-hydroxycarbamimidoyl]-2-pyridyl]piperazine-1-carboxylic acid tert-butyl ester